4-(furan-2-yl)-2-(4-methoxyphenyl)-4-oxobutanenitrile O1C(=CC=C1)C(CC(C#N)C1=CC=C(C=C1)OC)=O